lithium Methanesulfonate CS(=O)(=O)[O-].[Li+]